FC1=C(C=CC(=N1)C#N)O[C@@H]1[C@H](NC1)C 6-fluoro-5-{[(2R,3S)-2-methylazetidin-3-yl]oxy}pyridine-2-carbonitrile